FC(C=1C=C(C=CC1)B(O)O)(F)F 3-(Trifluoro-methyl)-phenyl-boronic acid